(R)-7-methoxy-3-((1-methylpyrrolidin-2-yl)methyl)-1H-indole COC=1C=CC=C2C(=CNC12)C[C@@H]1N(CCC1)C